3-[5-chloro-3-iodo-1-methylpyrrolo[2,3-c]pyridin-2-yl]-2-methoxypyridine ClC=1C=C2C(=CN1)N(C(=C2I)C=2C(=NC=CC2)OC)C